N1CCC(CC1)N(CC=O)CCC 2-[PIPERIDIN-4-YL(PROPYL)AMINO]ACETALDEHYDE